(((4-(2,2-difluoroethoxy)-2,3,5,6-tetrafluorophenoxy)methyl)thio)-5,5-dimethyl-4,5-dihydroisoxazole FC(COC1=C(C(=C(OCSC2=NOC(C2)(C)C)C(=C1F)F)F)F)F